(R)-N-((S)-1-(3-bromo-1-((S)-2-((tert-butyldimethylsilyl)oxy)propyl)-1H-pyrazol-5-yl)ethyl)-2-methylpropan-2-sulfinamide BrC1=NN(C(=C1)[C@H](C)N[S@](=O)C(C)(C)C)C[C@H](C)O[Si](C)(C)C(C)(C)C